3-(1,4-dimethyl-1H-benzo[d][1,2,3]triazol-5-yl)-3-(3-(((R)-8-ethyl-1-methyl-1,5,7,8-tetrahydro-6H-[1,4]oxazepino[6,7-f]indazol-6-yl)methyl)-4-methylphenyl)-2,2-dimethylpropanoic acid CN1N=NC2=C1C=CC(=C2C)C(C(C(=O)O)(C)C)C2=CC(=C(C=C2)C)CN2C[C@H](OC1=C(C=C3C=NN(C3=C1)C)C2)CC